C(C1=CC=CC=C1)C1CCN(CC1)CCN1C(=CC2=CC=CC=C12)C(=O)N (2-(4-Benzylpiperidin-1-yl)ethyl)-1H-indole-2-carboxamide